N-[(1R)-1-[(R)-(2-chloro-3-fluorophenyl)hydroxymethyl]butyl]-7-fluoro-2,3-dihydro-2-oxo-1H-indole-4-carboxamide ClC1=C(C=CC=C1F)[C@H]([C@@H](CCC)NC(=O)C=1C=2CC(NC2C(=CC1)F)=O)O